C(C)(C)(C)OC(=O)N1CC2(C1)OCC1=CC(=CC=C12)C1=NO[C@@](C1)(C(F)(F)F)C1=C(C(=CC(=C1)C(F)(F)F)Cl)F |r| 6-[(rac)-5-[3-chloro-2-fluoro-5-(trifluoromethyl)phenyl]-5-(trifluoromethyl)-4H-isoxazol-3-yl]spiro[1H-isobenzofuran-3,3'-azetidine]-1'-carboxylic acid tert-butyl ester